trimethoxysilylpropyl-N,N,N-trimethylammonium CO[Si](OC)(OC)CCC[N+](C)(C)C